C(C)(C)(C)N1C[C@]2(CC1)NC1=NC(=C(C=C1CC2)C2=NC=CC=N2)C tert-butyl-(2S)-7-methyl-6-(pyrimidin-2-yl)-3,4-dihydro-1H-spiro[1,8-naphthyridine-2,3'-pyrrolidine]